NC=1C=C(OC2=C3C=CC(=CC3=CC=C2)N(CC)CC)C=CC1C 5-(3-amino-4-methylphenoxy)-N,N-diethylnaphthalen-2-amine